C(C=C)N1N(C2=NC(=NC=C2C1=O)NC1=CC=C(C=C1)N1CCN(CC1)C(=O)C=1C=C(C=CC1F)CC1=NNC(C2=CC=CC=C12)=O)C1=CC(=CC=C1)C(C)(C)O 4-[[3-[4-[4-[[2-allyl-1-[3-(1-hydroxy-1-methyl-ethyl)phenyl]-3-oxo-pyrazolo[3,4-d]pyrimidin-6-yl]amino]phenyl]piperazine-1-carbonyl]-4-fluoro-phenyl]methyl]-2H-phthalazin-1-one